2-propylhexylamine C(CC)C(CN)CCCC